Cl.C(C1=CC=CC=C1)N1CC2(C1)CCC(CC2)N(C(=O)C2=CNC=C2)C2=CC=CC=C2 N-(2-benzyl-2-azaspiro[3.5]nonan-7-yl)-N-phenyl-1H-pyrrole-3-carboxamide hydrochloride